1,4-dibromo-2,3-dimethylbenzene BrC1=C(C(=C(C=C1)Br)C)C